NC1=C2C(=C3C(=N1)C=CS3)N(C(=N2)CCCC)CC2=CC=C(CNCCCCNC(OCC3=CC=CC=C3)=O)C=C2 benzyl (4-((4-((4-amino-2-butyl-1H-imidazo[4,5-d]thieno[3,2-b]pyridin-1-yl)methyl)benzyl)amino)butyl)carbamate